5-bromo-2-[5-(trifluoromethyl)indol-1-yl]pyridine-3-carbonitrile BrC=1C=C(C(=NC1)N1C=CC2=CC(=CC=C12)C(F)(F)F)C#N